4-((3-cyclopropyl-2-(N-methylmethanesulfonamido)phenyl)amino)N-methoxynicotinamide C1(CC1)C=1C(=C(C=CC1)NC1=CC=NC=C1C(=O)NOC)N(S(=O)(=O)C)C